COC(=O)C=1C=NC(=CC1C1=C(C=CC(=C1)C)OC)C 4-(2-methoxy-5-methylphenyl)-6-methylpyridine-3-carboxylic acid methyl ester